C(C)OC(C(=[N+]=[N-])C1=CC=C(C=C1)Br)=O 2-(4-bromophenyl)-2-diazoacetic acid ethyl ester